IC1=C(C=CC(=C1)C)N(C(C(=C)C)=O)C N-(2-iodo-4-methylphenyl)-N-methylmethacrylamide